(2-(4-methoxyphenyl)cyclopropyl)acetic acid methyl ester COC(CC1C(C1)C1=CC=C(C=C1)OC)=O